F[C@@H]1[C@@H]2CC[C@H](C[C@@H]1NC(OCC1=CC=CC=C1)=O)N2 benzyl N-[(1S,2R,3S,5R)-2-fluoro-8-azabicyclo[3.2.1]octan-3-yl]carbamate